4-chloro-5-(methoxymethyl)-2-vinylpyridine ClC1=CC(=NC=C1COC)C=C